3-Iodocyclobutane-1-carbonitrile IC1CC(C1)C#N